Ethyl (2-cyano-2-(2-(3-bromo-5-chloro-4-((5-di(trideuteromethyl)methyl-6-oxo-1,6-dihydropyridazine-3-yl)oxy)phenyl)hydrazono)acetyl)carbamate C(#N)C(C(=O)NC(OCC)=O)=NNC1=CC(=C(C(=C1)Cl)OC1=NNC(C(=C1)C(C([2H])([2H])[2H])C([2H])([2H])[2H])=O)Br